ClC1=CC=C(C=C1)C(C#N)=C1CCN(CC1)C(=O)N1CC=2C(CC1)=NOC2 2-(4-Chlorophenyl)-2-(1-(4,5,6,7-tetrahydroisoxazolo[4,3-c]pyridin-5-carbonyl)piperidin-4-yliden)acetonitril